cis-5-((5-(3-(5-(tert-butyl)-1,3,4-oxadiazol-2-yl)cyclopentyl)-1H-pyrazol-3-yl)amino)-4-fluoro-2,3-dihydrobenzo[d]isothiazole 1,1-dioxide C(C)(C)(C)C1=NN=C(O1)[C@H]1C[C@H](CC1)C1=CC(=NN1)NC=1C=CC2=C(CNS2(=O)=O)C1F